ClC=1C=C(C=NC1C)O 5-chloro-6-methyl-pyridin-3-ol